N(=[N+]=[N-])CC1=CC=C(C=C1)Cl 1-(azidomethyl)-4-chlorobenzene